tert-butyl N-[(3R)-7-[5-[1-(tert-butoxycarbonylamino)cyclohexyl]-1,3,4-oxadiazol-2-yl]-4-oxo-3,5-dihydro-2H-1,5-benzothiazepin-3-yl]carbamate C(C)(C)(C)OC(=O)NC1(CCCCC1)C1=NN=C(O1)C=1C=CC2=C(NC([C@H](CS2)NC(OC(C)(C)C)=O)=O)C1